tert-butyl (1r,3r,5r)-3-carbamoyl-2-azabicyclo[3.1.0]hexane-2-carboxylate C(N)(=O)[C@@H]1N([C@@H]2C[C@@H]2C1)C(=O)OC(C)(C)C